CC1=NC=CC(=N1)OCC12CCOC(C1)C2 5-(((2-methylpyrimidin-4-yl)oxy)methyl)-2-oxabicyclo[3.1.1]heptan